2,4-dihydro-2-isopropyl-3H-1,2,4-triazol-3-one C(C)(C)N1N=CNC1=O